3,3,3'-Trimethyl-1'-(o-tolyl)spiro[indoline-2,4'-pyrazol]-5'(1'H)-one CC1(C2=CC=CC=C2NC12C(=NN(C2=O)C2=C(C=CC=C2)C)C)C